OC(CNC(C1=CC(=C(C=C1)NCC#C)OC)=O)COC N-(2-hydroxy-3-methoxypropyl)-3-methoxy-4-(prop-2-yn-1-ylamino)benzamide